3-((4-(4-(2-(4-aminopiperidin-1-yl)ethyl)piperidin-1-yl)-2,5-difluorophenyl)amino)piperidine-2,6-dione NC1CCN(CC1)CCC1CCN(CC1)C1=CC(=C(C=C1F)NC1C(NC(CC1)=O)=O)F